C1(CCCCCCC1)OC1=C(C(=C(C(=C1F)F)F)F)F cyclooctyloxypentafluorobenzene